ClC1=CC=C2C(=C1)NC(C21N(C(C=2N=C(N(C21)C(C)C)C=2C(=NC(=NC2)OC)OC)=O)C2=CC(=C(C=C2)F)Cl)=O 6-chloro-5'-(3-chloro-4-fluorophenyl)-2'-(2,4-dimethoxypyrimidin-5-yl)-3'-isopropyl-3'H-spiro[indoline-3,4'-pyrrolo[3,4-d]imidazole]-2,6'(5'H)-dione